2-(2-methylpiperazin-1-yl)-1-ethylamine CC1N(CCNC1)CCN